1-CHLORO-4-ISOCYANOBENZENE ClC1=CC=C(C=C1)[N+]#[C-]